9-(4-(4-(2-(4,6-diphenyl-1,3,5-triazin-2-yl)phenyl)-3,6-bis(4-(3-methyl-9H-carbazol-9-yl)phenyl)pyridin-2-yl)phenyl)-9H-carbazole-3-carbonitrile C1(=CC=CC=C1)C1=NC(=NC(=N1)C1=CC=CC=C1)C1=C(C=CC=C1)C1=C(C(=NC(=C1)C1=CC=C(C=C1)N1C2=CC=CC=C2C=2C=C(C=CC12)C)C1=CC=C(C=C1)N1C2=CC=CC=C2C=2C=C(C=CC12)C#N)C1=CC=C(C=C1)N1C2=CC=CC=C2C=2C=C(C=CC12)C